ClCC([C@H](CSCCCCCCCCCCCC)NC(C)=O)=O N-[(2R)-4-chloro-1-(dodecylthio)-3-oxo-2-butaneyl]acetamide